BrC1=C(C=C2C(=NC(=NC2=C1F)Cl)N1C[C@@H](CCC1)C)[N+](=O)[O-] (R)-1-(7-bromo-2-chloro-8-fluoro-6-nitroquinazolin-4-yl)-3-methylpiperidine